tert-Butyl 5-(aminomethyl)-2,2-dimethyl-pyrrolidine-1-carboxylate NCC1CCC(N1C(=O)OC(C)(C)C)(C)C